C(C=C)OCC(CS(=O)(=O)O)O allyloxy-2-hydroxypropyl-sulfonic Acid